FC=1C=C(C=CC1F)[C@H]1[C@@H](CN(C1)CCOC)NC(=O)NC1=C(C(=NN1C=1C=NC=C(C1)C)C=1C=NN(C1)C)C 1-((3S,4R)-4-(3,4-difluorophenyl)-1-(2-methoxyethyl)pyrrolidin-3-yl)-3-(1',4-dimethyl-1-(5-methylpyridin-3-yl)-1H,1'H-[3,4'-bipyrazol]-5-yl)urea